N[C@H]1CN(CC1)CC1=CC=2C(=CN=C(C2C2=CC(=C(C#N)C=C2)F)C2=CC(=C(C=C2)OC)F)N1C (R)-4-(2-((3-aminopyrrolidin-1-yl)methyl)-5-(3-fluoro-4-methoxyphenyl)-1-methyl-1H-pyrrolo[2,3-c]pyridin-4-yl)-2-fluorobenzonitrile